ClC1=CC=C(CNC(=O)NC2CC3(C2)CC(C3)C(CN3[C@@H](CCC3)CO)=O)C=C1 (S)-1-(4-chlorobenzyl)-3-(6-(2-(2-(hydroxymethyl)pyrrolidin-1-yl)-1-oxoethyl)spiro[3.3]heptan-2-yl)urea